C(N)(=O)C=1C(=NC(=CN1)N1C[C@@H](CCC1)N1C(N(CC1)C)=O)NC1=CC=C(C=C1)C1CCN(CC1)C(=O)OC(C)(C)C tert-butyl 4-[4-({3-carbamoyl-6-[(3R)-3-(3-methyl-2-oxoimidazolidin-1-yl)piperidin-1-yl]pyrazin-2-yl}amino)phenyl]piperidine-1-carboxylate